dimethyl-2-methylglutarate COC(C(CCC(=O)OC)C)=O